FC=1C(=C(C(=O)NC2=C(C=C(C(=C2)C=2C=NC(=NC2)N2CCOCC2)F)N2C[C@H](N([C@H](C2)C)C)C)C=CC1)C(F)(F)F |r| 3-fluoro-N-[4-fluoro-5-(2-morpholin-4-ylpyrimidin-5-yl)-2-[rac-(3R,5S)-3,4,5-trimethylpiperazin-1-yl]phenyl]-2-(trifluoromethyl)benzamide